6-((4-(tert-Butyl)pyridin-2-yl)methyl)-2-azaspiro[3.3]heptan C(C)(C)(C)C1=CC(=NC=C1)CC1CC2(CNC2)C1